C1(=CC=C(C=C1)C(=O)NCC(=O)O)C N-(p-toluoyl)glycine